NCCCCCCS 6-Amino-1-hexanethiol